FC=1C=C(CN2CC3(CC2)CCN(CC3)C(=O)N3N=C(C=C3)C(=O)O)C=C(C1)F 1-(2-(3,5-difluorobenzyl)-2,8-diazaspiro[4.5]decane-8-carbonyl)-1H-pyrazole-3-carboxylic acid